(S)-3-amino-7-bromo-5-methyl-2,3-dihydrobenzo[b][1,4]oxazepin-4(5H)-one hydrochloride Cl.N[C@@H]1C(N(C2=C(OC1)C=CC(=C2)Br)C)=O